1,2-DIHYDRO-2,2,4-TRIMETHYL-6-ETHOXYQUINOLINE CC1(NC2=CC=C(C=C2C(=C1)C)OCC)C